OCTADECANOIC ACID, METHYL ESTER C(CCCCCCCCCCCCCCCCC)(=O)OC